[2,4-Difluoro-5-(7-morpholin-4-yl-quinazolin-4-yl)-phenyl]-(6-methoxy-pyridazin-3-yl)-methanol FC1=C(C=C(C(=C1)F)C1=NC=NC2=CC(=CC=C12)N1CCOCC1)C(O)C=1N=NC(=CC1)OC